C[C@@H]1NCCCC[C@@H]1C1=CC=2C(=NC=CC2NC=2C=CC3=C(N=CS3)C2)S1 N-(2-((2S,3S)-2-methylazepan-3-yl)thieno[2,3-b]pyridin-4-yl)benzo[d]thiazol-5-amine